1-(7-(4-(4-Chloro-7H-pyrrolo[2,3-d]pyrimidin-6-yl)phenethyl)-2,7-diazaspiro[3.5]non-2-yl)prop-2-en-1-one ClC=1C2=C(N=CN1)NC(=C2)C2=CC=C(CCN1CCC3(CN(C3)C(C=C)=O)CC1)C=C2